ClC=1C(=CC(=C(C(=O)NC=2C=C(C=CC2)[S@](=O)(C)=NC(C(C)(C)NC(OC(C)(C)C)=O)=O)C1)OC=1C(=NC(=CC1)F)C)C(F)(F)F tert-butyl (R)-(1-(((3-(5-chloro-2-((6-fluoro-2-methylpyridin-3-yl)oxy)-4-(trifluoromethyl) benzamido)phenyl)(methyl)(oxo)-λ6-sulfaneylidene)amino)-2-methyl-1-oxopropan-2-yl)carbamate